CNCCC1=CC=C(C=C1)OCCN1CCCC1 N-methyl-2-(4-(2-(pyrrolidin-1-yl)ethoxy)phenyl)ethylamine